N1(CCCC1)C(CC1OC(C2=CC=CC=C12)=O)CC (2-(pyrrolidinyl)butyl)-1(3H)-isobenzofuranone